1-(2-chlorophenyl)-7-cyclopropyl-4-hydroxy-5-methoxyquinazolin-2(1H)-one ClC1=C(C=CC=C1)N1C(N=C(C2=C(C=C(C=C12)C1CC1)OC)O)=O